S1C=NC2=C1C=CC(=C2)[C@@H]2NC[C@H](N(C2)C(=O)C2(CC2)C(F)(F)F)C [(2R,5S)-5-(1,3-benzothiazol-5-yl)-2-methyl-piperazin-1-yl]-[1-(trifluoromethyl)cyclopropyl]methanone